4-amino-6-(trifluoromethyl)picolinonitrile NC1=CC(=NC(=C1)C(F)(F)F)C#N